Butyl-3-(8-bromo-2,3,6,7-tetrahydrobenzofuro[5,6-b]furan-4-yl)-3-(trimethylsilyloxy)azetidine-1-carboxylate C(CCC)OC(=O)N1CC(C1)(O[Si](C)(C)C)C1=C2C(CCO2)=C(C=2OCCC21)Br